6-chloro-2-[2-cyclopropyl-5-(trifluoromethyl)pyrazol-3-yl]-8-methyl-3,1-benzoxazin-4-one ClC=1C=C(C2=C(C(OC(=N2)C=2N(N=C(C2)C(F)(F)F)C2CC2)=O)C1)C